1,2-O-Diferuloylglycerol C(\C=C\C1=CC(OC)=C(O)C=C1)(=O)OCC(OC(\C=C\C1=CC(OC)=C(O)C=C1)=O)CO